3,4-dihydropyrido[3,2-b][1,4]oxazine O1C2=C(NCC1)N=CC=C2